BrC(C(=O)NC1=NC=C(C=C1)C(C1=CC=C(C=C1)F)=O)C 2-bromo-N-(5-(4-fluorobenzoyl)pyridin-2-yl)propanamide